C(C)OCCCOC1=CC=C(C=N1)C=O 6-(3-ethoxypropoxy)pyridine-3-carbaldehyde